(S)-1-(((benzyloxy)carbonyl)glycyl)-2-methylpyrrolidine C(C1=CC=CC=C1)OC(=O)NCC(=O)N1[C@H](CCC1)C